isopropyl N-[3-(tert-butylsulfamoyl)-4-[2-[4-(isopropoxycarbonyl amino)-1-bicyclo[2.2.2]octanyl]thiazol-5-yl]phenyl]carbamate C(C)(C)(C)NS(=O)(=O)C=1C=C(C=CC1C1=CN=C(S1)C12CCC(CC1)(CC2)NC(=O)OC(C)C)NC(OC(C)C)=O